NC1=C2C(N(C=NC2=CC=C1)CC1=C(C=CC=C1)OC(F)(F)F)=O 5-amino-3-(2-(trifluoromethoxy)benzyl)quinazolin-4(3H)-one